O1C(=CC2=C1C=CC=C2)C2=NC(=NC=1[C@]3([C@H](CCC21)[C@H](C(C(=C3)C#N)=O)C)C)C3=CC=NC2=CC=CC=C32 (6aR,7R,10aS)-4-(benzofuran-2-yl)-7,10a-dimethyl-8-oxo-2-(quinolin-4-yl)-5,6,6a,7,8,10a-hexahydrobenzo[h]quinazoline-9-carbonitrile